ClC1=CC=C(C=C1)\C=C\C(=O)C1=C(C=C(C(=C1)CN1C(CNCC1)CC)OC)O 4-chloro-2'-hydroxy-4'-methoxy-5'-(ethylpiperazin-1-yl)methyl-chalcone